(1R,2R)-N-(7-chloro-6-(1-((3R,4R)-4-hydroxy-3-methyltetrahydrofuran-3-yl)piperidin-4-yl)isoquinolin-3-yl)-2-(pyrimidin-5-yl)cyclopropane-1-carboxamide ClC1=C(C=C2C=C(N=CC2=C1)NC(=O)[C@H]1[C@@H](C1)C=1C=NC=NC1)C1CCN(CC1)[C@@]1(COC[C@@H]1O)C